FC1(CN(C1)C(C#CCO)=O)F 1-(3,3-difluoroazetidin-1-yl)-4-hydroxybut-2-yn-1-one